FC1(CCC(CC1)NC1=NC(=NC(=N1)NC1=CC(=CC(=C1)F)F)C1=NC(=CN=C1)C(F)(F)F)F N2-(4,4-difluorocyclohexyl)-N4-(3,5-difluorophenyl)-6-(6-(trifluoromethyl)pyrazin-2-yl)-1,3,5-triazine-2,4-diamine